FC1([C@H](CC1(F)F)COS(=O)(=O)C1=CC=C(C)C=C1)F |r| (R/S)-(2,2,3,3-Tetrafluorocyclobutyl)methyl-p-toluenesulfonate